O[C@@H]1CN(CC1)C1=NC(=NC(=C1)C)N1CCN(CC1)S(=O)(=O)C=1C=C2CCN(C2=CC1)C(=O)C1=C(C=CC=C1)N(S(=O)(=O)C)C (S)-N-(2-(5-((4-(4-(3-hydroxypyrrolidin-1-yl)-6-methylpyrimidin-2-yl)piperazin-1-yl)sulfonyl)indoline-1-carbonyl)phenyl)-N-methylmethanesulfonamide